2-((Acryloyloxy) methyl)-2-ethylpropane-1,3-diyl diacrylate C(C=C)(=O)OCC(COC(C=C)=O)(CC)COC(C=C)=O